4-[3-(1-benzothiophen-5-ylmethyl)-6-[2-fluoro-1-(fluoromethyl)ethoxy]-2,4-dioxo-3,4-dihydroquinazolin-1(2H)-yl]piperidine-1-carbaldehyde S1C=CC2=C1C=CC(=C2)CN2C(N(C1=CC=C(C=C1C2=O)OC(CF)CF)C2CCN(CC2)C=O)=O